Cl.C(CCCC)N pentanamine hydrochloride